BrC1=CC(=NC=C1)[C@@H](C)N[S@](=O)C(C)(C)C (R)-N-((R)-1-(4-bromopyridin-2-yl)ethyl)-2-methylpropan-2-sulfinamide